6-(3,5-di-3-pyridylphenyl)-2-methylpyrimidine N1=CC(=CC=C1)C=1C=C(C=C(C1)C=1C=NC=CC1)C1=CC=NC(=N1)C